2-Bromo-4-fluoro-N-methyl-6-nitroaniline BrC1=C(NC)C(=CC(=C1)F)[N+](=O)[O-]